C1(=CC=CC=C1)C1=CC=C(C=C1)C(C)NC1=NN2C(NC(=CC2=O)CCC)=N1 2-[1-(4-phenylphenyl)ethyl-amino]-5-propyl-4H-[1,2,4]-triazolo[1,5-a]pyrimidin-7-one